(S,6R)-N'-(((S)-2-fluoro-1,2,3,5,6,7-hexahydro-s-indacen-4-yl)carbamoyl)-6-methyl-6,7-dihydro-5H-pyrazolo[5,1-b][1,3]oxazine-3-sulfonimidamide F[C@H]1CC2=CC=3CCCC3C(=C2C1)NC(=O)N=[S@@](=O)(N)C=1C=NN2C1OC[C@@H](C2)C